CC1=C(C(=C(C1([Hf](C1=C(C2=C3CCCC3=CC=C2C1)C(C)(C)C)(C)C)C)C)C)C Pentamethylcyclopentadienyl-dimethyl-(1-tert-butyl-3,6,7,8-tetrahydro-as-indacenyl)hafnium